4-oxo-2-phenyl-4H-chromene-7,8-diylbis(2,2-dimethylpropionate) O=C1C=C(OC2=C(C(=CC=C12)CC(C(=O)[O-])(C)C)CC(C(=O)[O-])(C)C)C1=CC=CC=C1